(2S)-1-(6-oxo-6-undecyloxy-hexyl)-4-prop-2-enoyloxy-pyrrolidine-2-carboxylic acid [8-(1-octylnonyloxy)-8-oxo-octyl] ester C(CCCCCCC)C(CCCCCCCC)OC(CCCCCCCOC(=O)[C@H]1N(CC(C1)OC(C=C)=O)CCCCCC(OCCCCCCCCCCC)=O)=O